10-(1-((6-chloro-2-(1,3,4-oxadiazol-2-yl)pyridin-3-yl)amino)-2-hydroxyethyl)-8-methyl-4,5-dihydro-3H,6H-2,2a,5a-triazaaceanthrylen-6-one ClC1=CC=C(C(=N1)C=1OC=NN1)NC(CO)C=1C=C(C=C2C(N3CCCN4N=CC(C12)=C43)=O)C